CC(C#CC(=O)O)CCCC.C(CCCCCC)C(=O)OC methyl heptylcarboxylate (Methyl 2-octynoate)